COCOC=1C(=CC2=C(N=C(O2)C)C1)C1=CN=C(N=N1)S(=O)(=O)C 5-(methoxymethoxy)-2-methyl-6-(3-(methylsulfonyl)-1,2,4-triazin-6-yl)benzo[d]oxazole